ClC1=C(C=C(C(=C1)F)N1C(N(C(=CC1=O)C(F)(F)F)C)=O)SC(C(=O)NCC1OCCC1)C(C)C 2-({2-Chloro-4-fluoro-5-[3-methyl-2,6-dioxo-4-(trifluoromethyl)-3,6-dihydropyrimidin-1(2H)-yl]phenyl}sulfanyl)-3-methyl-N-(tetrahydrofuran-2-ylmethyl)butanamide